Cl[Si](Cl)(Cl)C(C)B(Cl)Cl (trichlorosilyl)-1-(dichloroboryl)ethane